sodium manganic oxide tris-oxalate C(C(=O)[O-])(=O)[O-].C(C(=O)O)(=O)O.C(C(=O)O)(=O)O.[O-2].[Mn+3].[Na+]